NC=1C=2N(C=CN1)C(=NC2C2=CC=C(C=C2)OC2=CC=CC=C2)[C@H]2CC[C@@H](OC2)CO ((2R,5R)-5-(8-amino-1-(4-phenoxyphenyl)imidazo[1,5-a]pyrazin-3-yl)tetrahydro-2H-pyran-2-yl)methanol